FC(C1=NN=C(O1)C1=CC=C2CC(N(C(C2=C1)=O)C)C1=CC=C(C=C1)F)F 7-[5-(difluoromethyl)-1,3,4-oxadiazol-2-yl]-3-(4-fluorophenyl)-2-methyl-3,4-dihydroisoquinolin-1(2H)-one